CC(C)(C)[S@](=O)N[C@]1(CCCC2=CC=CC=C12)CCC1C(NC(N(C1=O)C1CCOCC1)=O)=O (S)-2-methyl-N-((1R)-1-(2-(2,4,6-trioxo-1-(tetrahydro-2H-pyran-4-yl)hexahydropyrimidin-5-yl)ethyl)-1,2,3,4-tetrahydronaphthalen-1-yl)propane-2-sulfinamide